(13R)-9-(2,6-difluorophenyl)-3-methyl-16-thia-2,4,5,8-tetrazatetracyclo[8.6.0.02,6.011,15]hexadeca-1(10),3,5,8,11(15)-pentaene-13-carboxamide FC1=C(C(=CC=C1)F)C1=NCC2=NN=C(N2C=2SC=3C[C@@H](CC3C12)C(=O)N)C